S(=O)(=O)=C1N=C2C=CC=CC2=C1[2H] sulfonylindole-3-d